FC(C(C(=O)OCC([C@H](C[C@H]1C(NCCC1)=O)NC([C@@H](NC(=O)C=1NC2=CC=CC(=C2C1)OC)CC(C)(C)C)=O)=O)(C)C)(F)F (3S)-3-{[N-(4-methoxy-1H-indole-2-carbonyl)-4-methyl-L-leucyl]amino}-2-oxo-4-[(3S)-2-oxopiperidin-3-yl]butyl 3,3,3-trifluoro-2,2-dimethylpropanoate